4-(9H-carbazol-9-yl)-N,N-bis[4-(9H-carbazol-9-yl)phenyl]-benzenamine C1=CC=CC=2C3=CC=CC=C3N(C12)C1=CC=C(C=C1)N(C1=CC=C(C=C1)N1C2=CC=CC=C2C=2C=CC=CC12)C1=CC=C(C=C1)N1C2=CC=CC=C2C=2C=CC=CC12